OC1(CN(C1)C=1OC2=C(C=C(C=C2C(C1)=O)C)C(C)NC1=C(C(=O)O)C=CC=C1)C1=CC=CC=C1 2-[1-[2-(3-Hydroxy-3-phenyl-azetidin-1-yl)-6-methyl-4-oxo-chromen-8-yl]ethylamino]benzoic acid